[Cl-].CC=1C=C(C=C(C1)C)C(CP)C1=CC(=CC(=C1)C)C bis(3,5-dimethylphenyl)ethylphosphine chloride